C(N)(OC(C)CC)=O sec.-butyl carbamate